The molecule is a dinitrile that is tert-butylbenzene in which the hydrogen at the para- position is substituted by a 4,4-dicyano-2-methylbuta-1,3-dien-1-yl group (the trans isomer). It is used as a matrix in matrix-assisted laser desorption/ionization (MALDI) mass spectrometry. It has a role as a MALDI matrix material. C/C(=C\\C1=CC=C(C=C1)C(C)(C)C)/C=C(C#N)C#N